(7R,8aS)-7-(2,3-dichloro-6-hydroxyphenyl)-2-[(2R)-3-hydroxy-2-methoxypropanoyl]-hexahydropyrrolo[1,2-a]pyrazin-4-one ClC1=C(C(=CC=C1Cl)O)[C@H]1C[C@@H]2N(C(CN(C2)C([C@@H](CO)OC)=O)=O)C1